3-[(2-{[(3S)-piperidin-3-yl]amino}-5-(trifluoromethyl)pyrimidin-4-yl)amino]benzene-1-sulfonamide N1C[C@H](CCC1)NC1=NC=C(C(=N1)NC=1C=C(C=CC1)S(=O)(=O)N)C(F)(F)F